(4,4-difluorohexahydropyridin-1-yl)pyridin-2-amine FC1(CCN(CC1)C=1C(=NC=CC1)N)F